N[C@@H](C)C=1N(C(C=2C(=CC=C3C2C1CCC3)C#CC=3C=NN(C3)C)=O)C3=CC=CC=C3 (S)-3-(1-aminoethyl)-9-((1-methyl-1H-pyrazol-4-yl)ethynyl)-2-phenyl-2,4,5,6-tetrahydro-1H-benzo[de]isoquinolin-1-one